N-{6-bromo-[1,3]thiazolo[4,5-b]pyrazin-2-yl}-2'-chloro-5'-methoxy-6-methyl-[4,4'-bipyridine]-3-carboxamide BrC=1N=C2C(=NC1)N=C(S2)NC(=O)C=2C=NC(=CC2C2=CC(=NC=C2OC)Cl)C